COC1=CC=C(C=C1)CN(C=1C(=C(C=O)C(=CC1)Br)F)CC1=CC=C(C=C1)OC 3-[bis[(4-methoxyphenyl)methyl]amino]-6-bromo-2-fluoro-benzaldehyde